(2E,4E)-4-(3-(dimethylamino)-3-oxopropyl)deca-2,4-dienoic acid butyl ester C(CCC)OC(\C=C\C(=C\CCCCC)\CCC(=O)N(C)C)=O